C(#N)C=1C=CC(=C(C1)N1\C(\N(C=2C=NC=3C=CC(=CC3C21)C2=CC=C(C=C2)F)C)=N\C(=O)N)C (E)-1-(1-(5-cyano-2-methylphenyl)-8-(4-fluorophenyl)-3-methyl-1,3-dihydro-2H-imidazo[4,5-c]quinolin-2-ylidene)urea